FC=1C=C2CN(C(C2=CC1)=O)C1CCN(CC1)C(=O)OCCCC butyl 4-(5-fluoro-1-oxoisoindolin-2-yl)piperidine-1-carboxylate